1-(1-methylallyloxy)-3-(propargyloxy)-2-propanol CC(C=C)OCC(COCC#C)O